COC=1C(=NC=C(C1)[N+](=O)[O-])N 3-methoxy-5-nitropyridin-2-amine